methyl (1R,2S,5S)-6,6-dimethyl-3-[1-[(2,2,2-trifluoroacetyl)amino]cyclobutanecarbonyl]-3-azabicyclo[3.1.0]hexane-2-carboxylate CC1([C@H]2CN([C@@H]([C@@H]12)C(=O)OC)C(=O)C1(CCC1)NC(C(F)(F)F)=O)C